(6R,7R)-7-[2-(2-aminothiazole-4-yl)(methoxyimino)acetamido]-3-[(2-furylcarbonyl)thiomethyl]-8-oxo-5-thia-1-azabicyclo[4.2.0]oct-2-ene-2-carboxylic acid NC=1SC=C(N1)C(C(=O)N[C@H]1[C@H]2SCC(=C(N2C1=O)C(=O)O)CSC(=O)C=1OC=CC1)=NOC